[2-[ethyl-[(4-methoxyphenyl)methyl]amino]-4-methyl-7-oxo-thieno[2,3-d]pyridazin-6-yl]acetic acid ethyl ester C(C)OC(CN1N=C(C2=C(C1=O)SC(=C2)N(CC2=CC=C(C=C2)OC)CC)C)=O